C[C@@]12CCC[C@@]([C@H]1CC[C@]34[C@H]2CC[C@](C3)(C(=C)C4)O[C@H]5[C@@H]([C@H]([C@@H]([C@H](O5)CO)O)O)O[C@H]6[C@@H]([C@H]([C@@H]([C@H](O6)CO)O)O)O)(C)C(=O)O[C@H]7[C@@H]([C@H]([C@@H]([C@H](O7)CO)O)O)O 13-[(2-O-beta-D-Glucopyranosyl-alpha-D-glucopyranosyl)oxy]kaur-16-en-18-oic acid beta-D-glucopyranosyl ester